COC(CCC=C(C=O)C)(C)C 6-methoxy-2,6-dimethylheptenal